(R)-4,4-difluoro-7-(morpholinomethyl)-2-(1H-pyrazol-4-yl)-4,5,7,8-tetrahydro-3H-1-thia-5a,8-diazabenzo[cd]azulen-9(6H)-one FC1(CN2C=3C(=C(SC3C(N[C@@H](C2)CN2CCOCC2)=O)C=2C=NNC2)C1)F